[N+](=O)([O-])C1=CC=C(C=C1)C(=O)N (4-nitrophenyl)carboxamide